C(#N)C[C@@H]1N(CCN(C1)C=1C2=C(N=C(N1)OCCN(C)C)CN(CC2)C2=CC(=CC1=CC=CC=C21)OC(C(C)(C)C)=O)C(=O)OC(C)(C)C tert-butyl (2S)-2-(cyanomethyl)-4-[2-[2-(dimethylamino)ethoxy]-7-[3-(2,2-dimethylpropanoyloxy)-1-naphthyl]-6,8-dihydro-5H-pyrido[3,4-d]pyrimidin-4-yl]piperazine-1-carboxylate